ClC1=C(C=CC=C1)N1C(N=C(C2=C1N=C(C=C2)C(F)(F)F)OC(C)C)=O 1-(2-chlorophenyl)-4-isopropoxy-7-(trifluoromethyl)pyrido[2,3-d]pyrimidin-2(1H)-one